BrC=1C=CC(=NC1)N1CC2(CC1)CCN(CC2)C(CO)=O 1-[2-(5-bromopyridin-2-yl)-2,8-diazaspiro[4.5]decan-8-yl]-2-hydroxyethanone